2,3,6,7,8,9,10,11,12,13,14,15,16,17-tetradecahydro-1H-cyclopenta[a]phenanthren-3-yl piperazine-1-carboxylate N1(CCNCC1)C(=O)OC1CCC2C3CCC4CCCC4C3CCC2=C1